FC1=CC=C(CNS(=O)(=O)C=2C(=CC(=C(C2)OC)OC)C2=CC(=C(C=C2)OC)OC)C=C1 N-(4-fluorobenzyl)-3',4,4',5-tetramethoxy-[1,1'-biphenyl]-2-sulfonamide